trans-4-Acetamido-N-(3-(1-cyclopropyl-1H-pyrazol-4-yl)phenyl)-N-((4-(4-methoxy-3-methylphenyl)bicyclo[2.2.2]octan-1-yl)methyl)cyclohexanecarboxamide C(C)(=O)N[C@@H]1CC[C@H](CC1)C(=O)N(CC12CCC(CC1)(CC2)C2=CC(=C(C=C2)OC)C)C2=CC(=CC=C2)C=2C=NN(C2)C2CC2